NC1=C(C=CC2=CC=CC=C12)NC1=CC=C(C=C1)NC(OC(C)(C)C)=O tert-Butyl 4-(1-amino-2-naphthylamino)phenylcarbamate